(S)-N-((S)-1-(2-((R)-2-chloro-2-fluoroacetyl)-2-(((S)-2-oxopyrrolidin-3-yl)methyl)hydrazinyl)-4-methyl-1-oxopentan-2-yl)-3-methyl-2-(2,2,2-trifluoroacetamido)butanamide Cl[C@H](C(=O)N(NC([C@H](CC(C)C)NC([C@H](C(C)C)NC(C(F)(F)F)=O)=O)=O)C[C@H]1C(NCC1)=O)F